5-fluoro-4-methyl-2-((3-oxo-3H-pyrazolo[4,5,1-ij][1,6]naphthyridin-4(5H)-yl)methyl)benzofuran-7-carboxylic acid FC=1C=C(C2=C(C=C(O2)CN2CC3=CC=CN4C3=C(C2=O)C=N4)C1C)C(=O)O